CC1(N(CCC1)CCNC=1C=NC2=CC=C(C=C2C1)C=1N=CNC1C1=NC(=CC=C1)C)C N-[2-(2,2-dimethylpyrrolidin-1-yl)ethyl]-6-[5-(6-methyl-2-pyridyl)-1H-imidazol-4-yl]quinolin-3-amine